Bis(2-[Succinimidooxycarbonyloxy]ethyl) sulfone C1(CCC(N1OC(=O)OCCS(=O)(=O)CCOC(=O)ON1C(CCC1=O)=O)=O)=O